C(C)S(=O)(=O)C1=C(N=C2N1C=C(C=C2)I)C2=NC=1C(=NC=C(C1)C(F)(F)F)N2C 2-(3-ethyl-sulfonyl-6-iodo-imidazo[1,2-a]pyridin-2-yl)-3-methyl-6-(trifluoromethyl)imidazo-[4,5-b]pyridine